2-dodecanoylaminonaphtho[2,1-d]thiazole C(CCCCCCCCCCC)(=O)NC=1SC2=C(N1)C=CC1=CC=CC=C12